6-(but-2-yn-1-yloxy)-2-methyl-2H-indazol-5-amine C(C#CC)OC=1C(=CC2=CN(N=C2C1)C)N